(3S)-3-(4,4'-difluoro-2',5,6'-trimethylbiphenyl-3-yl)-3-(2-(5-(2-(dimethylamino)ethyl)-4-methyl-2-oxopyridin-1(2H)-yl)-5-methylhexanamido)propanoic acid FC1=C(C=C(C=C1C)C1=C(C=C(C=C1C)F)C)[C@H](CC(=O)O)NC(C(CCC(C)C)N1C(C=C(C(=C1)CCN(C)C)C)=O)=O